Phenyl-quinolinone C1(=CC=CC=C1)C=1C(NC2=CC=CC=C2C1)=O